5-(4-(4-hydroxytetrahydro-2H-pyran-4-yl)-2-(trifluoromethyl)benzyl)octahydro-pyrrolo[3,4-c]pyrazole-3-carboxamide OC1(CCOCC1)C1=CC(=C(CN2CC3NNC(C3C2)C(=O)N)C=C1)C(F)(F)F